1-(5-bromo-2-pyridyl)-3,3-difluoro-cyclobutanecarbonitrile BrC=1C=CC(=NC1)C1(CC(C1)(F)F)C#N